N-((1-(4-(1H-pyrazol-4-yl)phenyl)piperidin-4-yl)methyl)cyclopentanecarboxamide N1N=CC(=C1)C1=CC=C(C=C1)N1CCC(CC1)CNC(=O)C1CCCC1